C(C)(C)(C)OC(=O)N1C(CCCCC1)C(O)C1=NC(=CC=C1OCC1=CC=CC=C1)C.C(C1=CC=CC=C1)OC=1C(=NC(=CC1)C)C(=O)C1N(CCCCC1)C(=O)OC(C)(C)C tert-Butyl 2-(3-(benzyloxy)-6-methylpicolinoyl)azepane-1-carboxylate tert-Butyl-2-((3-(benzyloxy)-6-methylpyridin-2-yl)(hydroxy)methyl)azepane-1-carboxylate